ClC=1C=C(C(=NC1)OC1=C(C=CC=C1)C=1SC(=CC1)Cl)F 5-chloro-2-[2-(5-chloro-2-thienyl)phenoxy]-3-fluoro-pyridine